IC1=NN(C=C1C1=NC(=NC=C1)NCCN(C)C)C(C)C N1-(4-(3-iodo-1-isopropyl-1H-pyrazol-4-yl)pyrimidin-2-yl)-N2,N2-dimethylethane-1,2-diamine